O=C1N(C(C2=CC=CC=C12)=O)C[C@H]1N(CCC2=CC=CC(=C12)OCCNC(=O)C1=NOC2=C1C=CC=C2)C(=O)[C@H]2[C@H](CCCC2)C(NC)=O N-(2-(((S)-1-((1,3-dioxoisoindolin-2-yl)methyl)-2-((1R,2S)-2-(methylcarbamoyl)cyclohexane-1-carbonyl)-1,2,3,4-tetrahydroisoquinolin-8-yl)oxy)ethyl)benzo[d]isoxazole-3-carboxamide